vinyl-tri-n-propyl-ammonium hydroxide [OH-].C(=C)[N+](CCC)(CCC)CCC